1-(4-chlorophenyl)-2-(9H-xanthen-9-yl)vinyl acetate C(C)(=O)OC(=CC1C2=CC=CC=C2OC=2C=CC=CC12)C1=CC=C(C=C1)Cl